6-(1-Aminocyclopropyl)-N-[2-(2,6-difluorophenyl)-[1,3]thiazolo[5,4-c]pyridin-6-yl]-5-(3,3-difluoropyrrolidin-1-yl)pyridin-2-amine NC1(CC1)C1=C(C=CC(=N1)NC1=CC2=C(C=N1)SC(=N2)C2=C(C=CC=C2F)F)N2CC(CC2)(F)F